Cl.CC(CCN)(C)C 3,3-dimethylbutan-1-amine hydrochloride